7-(4,4,5,5-Tetramethyl-1,3,2-dioxaborol-2-yl)benzo[d][1,3]dioxol-4-amine CC1(OB(OC1(C)C)C1=CC=C(C2=C1OCO2)N)C